(S)-2-((1'-(4-methyl-4H-1,2,4-triazol-3-yl)-1',2',3',6'-tetrahydro-[3,4'-bipyridin]-6-yl)-amino)-6,6a,7,8-tetra-hydro-9H-pyrido[2,3-b]pyrrolo[1,2-d][1,4]-oxazin-9-one CN1C(=NN=C1)N1CCC(=CC1)C=1C=NC(=CC1)NC1=CC2=C(OC[C@H]3N2C(CC3)=O)N=C1